Cl.C(C)(C)(C)OC(=O)N1CC2(CC(C2)N2CCC(CC2)C2=CC=NN2C)CC1 cis-2-[4-(1-methyl-1H-pyrazol-5-yl)piperidin-1-yl]-6-azaspiro[3.4]octane-6-carboxylic acid tert-butyl ester hydrochloride